BrC1=NC(=CC=C1)OCC1=C(C=C(C=C1)C(F)(F)F)OC 2-bromo-6-((2-methoxy-4-(trifluoromethyl)benzyl)oxy)pyridine